FC=1C(=C(C=CC1F)[C@H]1[C@@H](S[C@](C1)(C(F)(F)F)C)C(=O)NC1=CC(=CC=C1)NS(=O)(=O)CC)OC (2R,3S,5R)-3-(3,4-difluoro-2-methoxyphenyl)-N-(3-(ethylsulfonamido)phenyl)-5-methyl-5-(trifluoromethyl)tetrahydrothiophene-2-carboxamide